CC=1C=C(C(=NC1C)C1=NC=CC=C1)OC1=CCN(C=C1)C1=CC(=CC=C1)OC 4-(5,6-Dimethyl-2-pyridin-2-yl-pyridin-3-yl)oxy-N-(3-methoxyphenyl)pyridin